1-(3-fluoro-2-methoxy-4-methylphenyl)-N-(5-methyl-1-(1H-tetrazol-5-yl)azepan-3-yl)cyclopropane-1-carboxamide FC=1C(=C(C=CC1C)C1(CC1)C(=O)NC1CN(CCC(C1)C)C1=NN=NN1)OC